[(2,5-dichlorophenyl)carbonyl]amino-2-(dimethylamino)-1H-benzimidazole-4-carboxamide ClC1=C(C=C(C=C1)Cl)C(=O)NN1C(=NC2=C1C=CC=C2C(=O)N)N(C)C